[N+](=O)(OCCC1=CC(=C2[C@H]3[C@H](C(OC2=C1)(C)C)CCC(=C3)C)O)[O-] 2-[(6Ar,10aR)-1-hydroxy-6,6,9-trimethyl-6a,7,8,10a-tetrahydrobenzo[c]chromen-3-yl]ethyl nitrate